COC(C1=CC(=C(C(=C1)OC)O)OC)=O 4-hydroxy-3,5-dimethoxybenzoic acid methyl ester